tert-butyl 4-((3-bromo-2-(3-((4-(dimethylphosphoryl)-2-methoxyphenyl)amino)prop-1-yn-1-yl)benzo[b]thiophen-7-yl)amino)-3-fluoropiperidine-1-carboxylate BrC=1C2=C(SC1C#CCNC1=C(C=C(C=C1)P(=O)(C)C)OC)C(=CC=C2)NC2C(CN(CC2)C(=O)OC(C)(C)C)F